(E)-1-[2,6-Dihydroxy-4-[(2S,4S,5R)-3,4,5-trihydroxy-6-[[(2R,4S,5R)-3,4,5-trihydroxy-6-methyloxan-2-yl]oxymethyl]oxan-2-yl]oxyphenyl]-3-(3-hydroxy-4-methoxyphenyl)prop-2-en-1-one OC1=C(C(=CC(=C1)O[C@@H]1OC([C@@H]([C@@H](C1O)O)O)CO[C@@H]1OC([C@@H]([C@@H](C1O)O)O)C)O)C(\C=C\C1=CC(=C(C=C1)OC)O)=O